4-methylbenzene-1-formaldehyde CC1=CC=C(C=C1)C=O